tert-butyl 8-methyl-7-[2-({3-methyl-4-[2-(pyrrolidin-1-yl)acetamido]phenyl}amino)-5H,6H,7H,8H-pyrido[3,4-d]pyrimidin-7-yl]-1H,2H,3H-pyrido[2,3-b][1,4]oxazine-1-carboxylate CC1=C(C=NC=2OCCN(C21)C(=O)OC(C)(C)C)N2CC=1N=C(N=CC1CC2)NC2=CC(=C(C=C2)NC(CN2CCCC2)=O)C